COS(=O)(=O)[O-].C(CCCCCCC\C=C/CCCCCCCC)(=O)OC(C[N+](C)(C)C)COC(CCCCCCC\C=C/CCCCCCCC)=O N-(2,3-Dioleoyloxy-1-propyl)trimethylammonium methyl-sulfate